N[C@@H](C(=O)NC=1C=NC(=CC1)OC1=CC(=C(C=C1)C#N)CC)CC (2R)-amino-N-{6-[(4-cyano-3-ethylphenyl)oxy]-3-pyridinyl}butanamide